1-(2-(5-(4-(2-methoxyethyl)phenyl)-1H-imidazol-2-yl)piperidin-1-yl)-2-(methylthio)propan-1-one COCCC1=CC=C(C=C1)C1=CN=C(N1)C1N(CCCC1)C(C(C)SC)=O